ethylenediamine platinum (II) chloride [Pt](Cl)Cl.C(CN)N